N-[3-(4-amino-7-methyl-7H-pyrrolo[2,3-d]pyrimidin-5-yl)-2-fluoro-phenyl]-3,4-dimethyl-benzenesulfonamide NC=1C2=C(N=CN1)N(C=C2C=2C(=C(C=CC2)NS(=O)(=O)C2=CC(=C(C=C2)C)C)F)C